CN(CCN(\C=C(\C(C)(C)C)/[O-])CCOC)C.[Sr+2].CN(C)CCN(CCOC)\C=C(\C(C)(C)C)/[O-] strontium (Z)-1-((2-(dimethylamino)ethyl)(2-methoxyethyl)amino)-3,3-dimethylbut-1-en-2-olate